C(C)(C)(C)OC(=O)N1[C@@H](CCC1)C1=CC(=C(C=C1)C=1N=C2SC3=C(N2C1)C=C(C(=C3)C(=O)OC(C)(C)C)C)F tert-butyl (S)-2-(4-(1-(tert-butoxycarbonyl) pyrrolidin-2-yl)-2-fluorophenyl)-6-methylbenzo[d]imidazo[2,1-b]thiazol-7-carboxylate